methyl 7-fluoro-2-methyl-2H-indazole-4-carboxylate FC1=CC=C(C2=CN(N=C12)C)C(=O)OC